6-methyl-5-(trifluoromethyl)pyridine CC1=C(C=CC=N1)C(F)(F)F